C(C1=CC=CC=C1)OC(CCOCC[C@H](C)O)(C(F)(F)F)C1=NN=C(O1)C1=NC(=C(C=C1N(C(OC(C)(C)C)=O)C(=O)OC(C)(C)C)C(F)(F)F)O tert-butyl N-[2-[5-[1-benzyloxy-3-[(3S)-3-hydroxybutoxy]-1-(trifluoromethyl)propyl]-1,3,4-oxadiazol-2-yl]-6-hydroxy-5-(trifluoromethyl)-3-pyridyl]-N-tert-butoxycarbonyl-carbamate